FC(C(=O)O)(F)F.N1=C(N=CC2=C1CNCC2)C#N 5,6,7,8-tetrahydropyrido[3,4-d]pyrimidine-2-carbonitrile trifluoroacetate